2-(naphthalen-2-ylmethyl)-1,3-dioxolane C1=C(C=CC2=CC=CC=C12)CC1OCCO1